3-[2-(1-Chlorocyclopropyl)-3-(3-chloro-2-fluorophenyl)-2-hydroxy-propyl]imidazol-4-carbonitril ClC1(CC1)C(CN1C=NC=C1C#N)(CC1=C(C(=CC=C1)Cl)F)O